BrC1=CC=C(C=C1)N1C=NC(=C1)C 1-(4-bromophenyl)-4-methyl-imidazole